3-[6-(1,6-diazaspiro[3.3]heptan-6-yl)-3-pyridyl]-5-[(1R)-1-(3,5-dichloro-4-pyridyl)ethoxy]-1H-indazole N1CCC12CN(C2)C2=CC=C(C=N2)C2=NNC1=CC=C(C=C21)O[C@H](C)C2=C(C=NC=C2Cl)Cl